N-(3-acryloxy-2-hydroxypropyl)-3-aminopropylethoxysilane C(C=C)(=O)OCC(CNCCC[SiH2]OCC)O